N-[1-(Azetidin-3-ylmethyl)-1-methyl-piperidin-1-ium-4-yl]-4-[[3-(2,3-difluoro-4-methoxy-phenyl)imidazo[1,2-a]pyrazin-8-yl]amino]-2-ethyl-benzamide bis(2,2,2-trifluoroacetate) FC(C(=O)[O-])(F)F.FC(C(=O)[O-])(F)F.N1CC(C1)C[N+]1(CCC(CC1)NC(C1=C(C=C(C=C1)NC=1C=2N(C=CN1)C(=CN2)C2=C(C(=C(C=C2)OC)F)F)CC)=O)C.N2CC(C2)C[N+]2(CCC(CC2)NC(C2=C(C=C(C=C2)NC=2C=1N(C=CN2)C(=CN1)C1=C(C(=C(C=C1)OC)F)F)CC)=O)C